3,5-DIMETHYL-FURAN-2-CARBOXYLIC ACID CC1=C(OC(=C1)C)C(=O)O